FC1=C(OC2=C(C=C(C=C2)C(C)(C)O)C=2C3=C(C(N(C2)C)=O)SC(=C3)C(=O)NCC(F)(F)F)C=CC(=C1)F 4-(2-(2,4-difluorophenoxy)-5-(2-hydroxypropan-2-yl)phenyl)-6-methyl-7-oxo-N-(2,2,2-trifluoroethyl)-6,7-dihydrothieno[2,3-c]pyridine-2-carboxamide